FC(C=1N=C2N(CCN(C2)C(=O)[C@H]2CC23CCN(CC3)C(=O)OC(C(F)(F)F)C(F)(F)F)C1)(F)F 1,1,1,3,3,3-hexafluoropropan-2-yl (S)-1-(2-(trifluoromethyl)-5,6,7,8-tetrahydroimidazo[1,2-a]pyrazine-7-carbonyl)-6-azaspiro[2.5]octane-6-carboxylate